(S)-9-((methylamino)methyl)-6,9-dihydro-7H-[1,3]dioxolo[4,5-h]isochromen-5-ol CNC[C@H]1OCCC=2C(=CC3=C(C12)OCO3)O